1-bromo-4-methoxy-2-nitrobenzene BrC1=C(C=C(C=C1)OC)[N+](=O)[O-]